C(C)(C)(C)C1=CC=C(C=C1)N 4-(t-butyl)phenylamine